3,6,8-trichloropyrimido[5,4-c]pyridazine ClC1=CC2=C(N=N1)C(=NC(=N2)Cl)Cl